C(C=CC1=CC=CC=C1)SC1=CC=C(C=C1)C 4-methylphenyl cinnamyl sulfide